Pyridinium N-tridecafluorohexanesulfonylsulfamate FC(C(C(C(C(S(=O)(=O)NS([O-])(=O)=O)(F)F)(F)F)(F)F)(F)F)(C(F)(F)F)F.[NH+]1=CC=CC=C1